N-[4-(2-cyanoethynyl)phenyl]Butyramide C(#N)C#CC1=CC=C(C=C1)NC(CCC)=O